C(C)S(=O)(=O)C=1C=C(C=NC1C=1N=C2N(C(N(C(=C2)C(F)(F)F)C)=O)C1)C=O 5-ethylsulfonyl-6-[6-methyl-5-oxo-7-(trifluoromethyl)imidazo[1,2-c]pyrimidin-2-yl]pyridin-3-carbaldehyde